F[C@H]1CN(CC1)C=1C=C2C(=CC=NC2=CC1)C(=O)O (R)-6-(3-fluoropyrrolidin-1-yl)quinoline-4-carboxylic acid